OC1=C(C#N)C=CC(=C1)CCCCCCCCCCCCCCC 2-hydroxy-4-pentadecyl-benzonitrile